C(C)(C)(C)N(C(O)=O)[C@@H](C[C@H]1C(NCC1)=O)C#N.COC1=C(C=CC(=C1)NC(=O)C1(CCCC1)C1=CC=CC=C1)NC(=O)C1CCCCC1 N-(2-methoxy-4-(1-phenylcyclopentane-1-carboxamido)phenyl)cyclohexanecarboxamide tert-butyl-((S)-1-cyano-2-((S)-2-oxopyrrolidin-3-yl)ethyl)carbamate